C(C)C1=NOC=C1C(=O)N[C@H](C(=O)NC1=NC=C(C=C1)C1=NC=NC=C1C)C1CCC(CC1)C 3-ethyl-N-((S)-1-((1r,4S)-4-methylcyclohexyl)-2-((5-(5-methylpyrimidin-4-yl)pyridin-2-yl)amino)-2-oxoethyl)isoxazole-4-carboxamide